2-methylene-(1H-purin-6-yl)-amine C=C1NC(=C2NC=NC2=N1)N